ClC=1C(=C(C=CC1OCC1CCOCC1)NC=1C2=C(N=CN1)C=CC(=N2)O[C@@H]2CNCC2)F N-[3-chloro-2-fluoro-4-(tetrahydropyran-4-ylmethoxy)phenyl]-6-[(3S)-pyrrolidin-3-yl]oxypyrido[3,2-d]pyrimidin-4-amine